ClC1=C(C(=O)C2=CC=C(O2)C(=O)N2CCC(CC2)(C)NC([O-])=O)C=CC=C1Cl 1-(5-(2,3-dichlorobenzoyl) furan-2-carbonyl)-4-methylpiperidin-4-ylcarbamate